COC(C(=CCCC(C=O)NC(=O)C1=CN=CN1C)NC=1C(N(C=CC1)CC(=O)NCC(CC)CC)=O)=O (1-(2-(2-ethylbutylamino)-2-oxoethyl)-2-oxo-1,2-dihydro-pyridin-3-ylamino)-6-(1-methyl-1H-imidazole-5-carboxamido)-7-oxohept-2-enoic acid methyl ester